((2-amino-9-((2R,3S,4S,5R)-4-fluoro-3-hydroxy-5-(hydroxymethyl)tetrahydrofuran-2-yl)-8-oxo-8,9-dihydro-7H-purin-7-yl)methyl)benzoic acid NC1=NC=C2N(C(N(C2=N1)[C@@H]1O[C@@H]([C@H]([C@H]1O)F)CO)=O)CC1=C(C(=O)O)C=CC=C1